1-(5-(difluoromethoxy)-2-methoxyphenyl)-3-(2-(1-methyl-1H-imidazo[1,2-b]pyrazole-7-carbonyl)-2-azaspiro[3.3]heptan-6-yl)urea FC(OC=1C=CC(=C(C1)NC(=O)NC1CC2(CN(C2)C(=O)C2=C3N(N=C2)C=CN3C)C1)OC)F